3,5-diisobutylpyrazole C(C(C)C)C1=NNC(=C1)CC(C)C